1-(2-(4-fluorophenyl)-3-(pyridazin-4-yl)-6,7-dihydropyrazolo[1,5-a]pyrazin-5(4H)-yl)ethan-1-one FC1=CC=C(C=C1)C1=NN2C(CN(CC2)C(C)=O)=C1C1=CN=NC=C1